propan-2-yl-3-{[bis({[(tert-butoxy)carbonyl]amino})methylidene]amino}propanoate CC(C)OC(CCN=C(NC(=O)OC(C)(C)C)NC(=O)OC(C)(C)C)=O